((2-chloro-4-(trifluoromethyl)phenoxy)methyl)benzenesulfonamide ClC1=C(OCC2=C(C=CC=C2)S(=O)(=O)N)C=CC(=C1)C(F)(F)F